C1(CCCCC1)CN(C(=O)C=1C=C2N=C(C=NC2=CC1)C=1C=C2C=CN(C(C2=CC1)=O)C)C N-(cyclohexylmethyl)-N-methyl-3-(2-methyl-1-oxo-1,2-dihydro-6-isoquinolinyl)-6-quinoxalinecarboxamide